(R)-N-(4,4-difluoro-1-methylpyrrolidin-3-yl)-5-(1-(1,3-difluoropropan-2-yl)-1H-benzo[d][1,2,3]triazol-6-yl)-4-methoxypyrrolo[2,1-f][1,2,4]triazin-2-amine FC1([C@@H](CN(C1)C)NC1=NN2C(C(=N1)OC)=C(C=C2)C=2C=CC1=C(N(N=N1)C(CF)CF)C2)F